C(#N)C1=CC=CC(=N1)N1CC2(C1)CN(CC2)C(=O)OC(C)(C)C tert-butyl 2-(6-cyanopyridin-2-yl)-2,6-diazaspiro[3.4]octane-6-carboxylate